N(=[N+]=[N-])[C@](C)(CC)C1=CN=C(C2=CN=C(C=C12)Cl)O (R)-4-(2-azidobutan-2-yl)-6-chloro-2,7-naphthyridin-1-ol